7-[2-(cyclopropylmethoxy)-5-ethylsulfonylphenyl]-5-methylfuro[3,2-c]pyridin-4-one C1(CC1)COC1=C(C=C(C=C1)S(=O)(=O)CC)C=1C2=C(C(N(C1)C)=O)C=CO2